3-(5-{4-[(methylamino)methyl]pyridin-2-yl}-1-oxo-2,3-dihydro-1H-isoindol-2-yl)piperidine-2,6-dione CNCC1=CC(=NC=C1)C=1C=C2CN(C(C2=CC1)=O)C1C(NC(CC1)=O)=O